C(C1=CC=CC=C1)N1C(=NC(=C1)NC(=O)[C@@H]1CN(CC1)C#N)C (S)-N-(1-benzyl-2-methyl-1H-imidazol-4-yl)-1-cyanopyrrolidine-3-carboxamide